(4-(((R)-5,5-Dimethyltetrahydrofuran-3-yl)amino)pyrido[3,4-d]pyridazin-1-yl)-3,5-dimethylphenol CC1(C[C@H](CO1)NC=1N=NC(=C2C1C=NC=C2)C2=C(C=C(C=C2C)C)O)C